ClC=1N=CN(C(N1)C1=CC=CC=C1)C1=CC=CC=C1 2-chloro-4,5-diphenyl-1,3,5-triazine